(S)-N-(2-cyclopropyl-4-methyl-5-oxo-5,6,7,8-tetrahydro-4H-pyrazolo[1,5-a][1,3]diazepin-6-yl)-1-(2,3-difluorobenzyl)-1H-1,2,4-triazole-3-carboxamide C1(CC1)C1=NN2C(N(C([C@H](CC2)NC(=O)C2=NN(C=N2)CC2=C(C(=CC=C2)F)F)=O)C)=C1